N-(3-(tert-butyl)-1-phenyl-1H-pyrazol-5-yl)-2-(4-((3-chloro-1H-pyrrolo[2,3-b]pyridin-4-yl)oxy)-2-fluorophenyl)acetamide C(C)(C)(C)C1=NN(C(=C1)NC(CC1=C(C=C(C=C1)OC1=C2C(=NC=C1)NC=C2Cl)F)=O)C2=CC=CC=C2